2-((3-chloro-2-methylphenyl)-amino)-N-(6-methoxy-2-methylpyridin-3-yl)-5-(trifluoromethyl)-nicotinamide ClC=1C(=C(C=CC1)NC1=C(C(=O)NC=2C(=NC(=CC2)OC)C)C=C(C=N1)C(F)(F)F)C